5-fluoro-3-(4-piperidinyl)-1,2-benzisoxazole FC=1C=CC2=C(C(=NO2)C2CCNCC2)C1